C1(CC1)C1=NN2C(NC=3C(=C2)CN(C3)C(C)C)=C1 2-cyclopropyl-6-(propan-2-yl)-6,7-dihydro-4H-pyrazolo[1,5-a]pyrrolo[3,4-d]pyrimidine